OC1=CC(=C(C(=C1)C)CCC(=O)O)C 3-(4-hydroxy-2,6-xylyl)propanoic acid